NC1=NC=NN2C1=C(C(=C2)C2=CC=C(C=C2)NC(C(=C)C)=O)C2=CC=C(C=C2)S(NC2CCC2)(=O)=O N-(4-(4-amino-5-(4-(N-cyclobutylsulfamoyl)phenyl)pyrrolo[2,1-f][1,2,4]triazin-6-yl)phenyl)methacrylamide